FC=1C(=C(C(=O)O)C(=CC1F)F)NC1=C(C=C(C=C1)I)F 3,4,6-Trifluoro-2-[(2-fluoro-4-iodophenyl)amino]benzoic acid